vinyl methanesulfonate (vinyl methanesulfonate) C(=C)CS(=O)(=O)O.CS(=O)(=O)OC=C